S(=O)(=O)(O)OS(=O)(=O)O.[Li] lithium sulfooxide